CC1=CC=CC(=N1)C1=NNC2=CC(=CC=C12)C(=O)OC methyl 3-(6-methylpyridin-2-yl)-1H-indazole-6-carboxylate